S(=O)(=O)(O)C(C(=O)OOS(=O)(=O)OCC)CC(=O)OOS(=O)(=O)OCC.[Na] sodium bis-(2-ethylsulfoxy) sulfosuccinate